ClC1=CC=C2C(=CC(=NC2=C1Cl)N1[C@@H](CCC1)COCCP(OCC)(OCC)=O)N1C=NC=C1 Diethyl (S)-(2-((1-(7,8-dichloro-4-(1H-imidazol-1-yl)quinolin-2-yl)pyrrolidin-2-yl)methoxy)ethyl)phosphonate